N=1N=CN2C1C=CC=C2C(=O)O [1,2,4]triazolo[4,3-a]pyridine-5-carboxylic acid